C(C1=CC=CC=C1)NC(C)CC1=CC2=C(C=C1)OCO2 N-Benzyl-3,4-methylenedioxyamphetamine